1,5,7-trimethylindenyl-lithium CC1C(=CC2=CC(=CC(=C12)C)C)[Li]